benzyl 6-(((6S,9R,12R)-12-benzyl-6-isobutyl-2,2,5,8-tetramethyl-4,7,10-trioxo-9-(2,2,2-trifluoroethyl)-3-oxa-5,8,11-triazatridecan-13-yl)oxy)-3-fluoroquinoline-5-carboxylate C(C1=CC=CC=C1)[C@@H](NC([C@H](N(C([C@@H](N(C(OC(C)(C)C)=O)C)CC(C)C)=O)C)CC(F)(F)F)=O)COC1=C(C=2C=C(C=NC2C=C1)F)C(=O)OCC1=CC=CC=C1